2-(3',5'-Di-tert-butyl-2'-hydroxyphenyl)-benzotriazole C(C)(C)(C)C=1C(=C(C=C(C1)C(C)(C)C)N1N=C2C(=N1)C=CC=C2)O